ClC=1C=C(CNC(=O)C=2N=CN(C2)C2=NC(=NC=C2C)N[C@@H]2COCC2)C=CC1Cl (S)-N-(3,4-dichlorobenzyl)-1-(5-methyl-2-((tetrahydrofuran-3-yl)amino)pyrimidin-4-yl)-1H-imidazole-4-amide